2,2-diphenyl-5-hydroxymethyl-6-(3-dimethylaminopropyl)methylamino-2H-naphtho[1,2-b]pyran C1(=CC=CC=C1)C1(C(=CC2=C(O1)C1=CC=CC=C1C(=C2CO)CCCN(C)C)NC)C2=CC=CC=C2